BrC=1C(=C(C=C(C1)C)C(CC(=O)N1CCSCC1)=O)O (3-bromo-2-hydroxy-5-methyl-phenyl)-3-thiomorpholino-propane-1,3-dione